COC=1C=C(C=CC1C(=O)N1CCN(CC1)C1CCN(CC1)C)C1=CN=CC(=N1)C1=CC(=CS1)NC(CCCC)=O N-(5-(6-(3-methoxy-4-(4-(1-methylpiperidin-4-yl)piperazine-1-carbonyl)phenyl)pyrazin-2-yl)thiophen-3-yl)pentanamide